C1(=CC(=C2C=CC3=C(C=C(C4=CC=C1C2=C34)C#CC3=C(C(=O)O)C=CC=C3)C#CC3=C(C(=O)O)C=CC=C3)C#CC3=C(C(=O)O)C=CC=C3)C#CC3=C(C(=O)O)C=CC=C3 4'-(pyrene-1,3,6,8-tetrayl-tetrakis(acetylene-2,1-diyl))tetrabenzoic acid